O1[C@@H](CC1)CN1C(=NC2=C1C=C(C=C2)C(=O)OC)[C@H](C)N2C(CNCC2)=O Methyl 1-(((S)-oxetan-2-yl) methyl)-2-((S)-1-(2-oxopiperazin-1-yl) ethyl)-1H-benzo[d]imidazole-6-carboxylate